FC=1C(=NC(=NC1C)N1C[C@@H]2[C@H](C1)CN(C2)C(=O)C=2C(=CN1C=CC=CC21)C2=NC=CC=C2F)C ((3aR,6aS)-5-(5-fluoro-4,6-dimethylpyrimidin-2-yl)hexahydropyrrolo[3,4-c]pyrrol-2(1H)-yl)(2-(3-fluoropyridin-2-yl)indolizin-1-yl)methanone